N-Tert-butyl-1-{5-[5-(1H-pyrazol-4-yl)pyrimidin-2-yl][1,3]thiazolo[5,4-d][1,3]thiazol-2-yl}pyrrolidin-3-amin C(C)(C)(C)NC1CN(CC1)C=1SC=2N=C(SC2N1)C1=NC=C(C=N1)C=1C=NNC1